ClC1=C(C=C(OCC(=O)NC2C3CN(C(C2)CC3)CC(COC3=CC(=C(C=C3)Cl)F)O)C=C1)F 2-(4-chloro-3-fluorophenoxy)-N-(2-(3-(4-chloro-3-fluorophenoxy)-2-hydroxypropyl)-2-azabicyclo[2.2.2]octan-5-yl)acetamide